N1-(2-(4-Methoxyphenyl)quinolin-4-yl)-N3-(3-(piperidin-1-yl)propyl)propane-1,3-diamine trihydrochloride Cl.Cl.Cl.COC1=CC=C(C=C1)C1=NC2=CC=CC=C2C(=C1)NCCCNCCCN1CCCCC1